methyl 3-(4-chlorophenyl)-1-(4-trifluoromethoxyphenyl)-1H-pyrazole-5-carboxylate ClC1=CC=C(C=C1)C1=NN(C(=C1)C(=O)OC)C1=CC=C(C=C1)OC(F)(F)F